CN1CCN2C=3C(=CC=CC13)C1C2CCNC1 racemic-3-methyl-2,3,6b,7,8,9,10,10a-octahydro-1H-pyrido[3',4':4,5]pyrrolo[1,2,3-de]quinoxaline